2-hydroxy-4-(2-(2-methoxyethoxy)ethoxy)benzamide OC1=C(C(=O)N)C=CC(=C1)OCCOCCOC